C1(CCC1)CN=S(=O)(N)C1=CC=C(C=C1)OC1=CC=NC2=CC(=CC=C12)OC N'-(cyclobutylmethyl)-4-((7-methoxyquinolin-4-yl)oxy)benzenesulfonimidamide